1,3,2lambda5-dioxaphosphorin-2-one O1P(OCC=C1)=O